2-(Difluoromethyl)-5-(methoxy-d3)pyridin-4-yl trifluoromethanesulfonate FC(S(=O)(=O)OC1=CC(=NC=C1OC([2H])([2H])[2H])C(F)F)(F)F